2-((3-(3-hydroxyphenyl)propyl)amino)-4-phenylbutyramide di-trifluoroacetate FC(C(=O)O)(F)F.FC(C(=O)O)(F)F.OC=1C=C(C=CC1)CCCNC(C(=O)N)CCC1=CC=CC=C1